5,7-dihydrodibenzo[c,e]thiazepin-3,9-diol C1=CC(=CC=2NSCC3=C(C21)C=CC(=C3)O)O